2,4,6-triethynyl-1,3,5-triazine C(#C)C1=NC(=NC(=N1)C#C)C#C